4-(3-(3-cyclopropyl-1H-indazol-5-yl)imidazo[1,2-b]pyridazin-6-yl)-2,2-dimethylmorpholine C1(CC1)C1=NNC2=CC=C(C=C12)C1=CN=C2N1N=C(C=C2)N2CC(OCC2)(C)C